2-(3-((17-((2-(2,6-dioxopiperidin-3-yl)-1,3-dioxoisoindolin-5-yl)oxy)-3,6,9,12,15-pentaoxaheptadecyl)oxy)phenyl)-N-(5-methyl-4-(1-(2-methylbenzoyl)indolin-5-yl)thiazol-2-yl)acetamide O=C1NC(CCC1N1C(C2=CC=C(C=C2C1=O)OCCOCCOCCOCCOCCOCCOC=1C=C(C=CC1)CC(=O)NC=1SC(=C(N1)C=1C=C2CCN(C2=CC1)C(C1=C(C=CC=C1)C)=O)C)=O)=O